3-thiazol-2-ylcarbamoyl-proline S1C(=NC=C1)NC(=O)C1[C@H](NCC1)C(=O)O